C(C=CCCCCCCCCCCCCCCCCCCCC)(=O)O tricosaenoic acid